ClC1=NN(C=C1C1=NC=CC(=N1)NC=1N=CC2=C(C=CC(=C2C1)C(C)C)N1CC(C1)N(S(=O)(=O)C)C)CCN(C)C N-(1-(3-((2-(3-chloro-1-(2-(dimethylamino)ethyl)-1H-pyrazol-4-yl)pyrimidin-4-yl)amino)-5-isopropylisoquinolin-8-yl)azetidin-3-yl)-N-methyl-methanesulfonamide